9,9'-(3',5'-di(9H-carbazol-9-yl)-[2,4'-bipyridine]-2',6'-diyl)bis(3,6-dimethyl-9H-carbazole) C1=CC=CC=2C3=CC=CC=C3N(C12)C=1C(=NC(=C(C1C1=NC=CC=C1)N1C2=CC=CC=C2C=2C=CC=CC12)N1C2=CC=C(C=C2C=2C=C(C=CC12)C)C)N1C2=CC=C(C=C2C=2C=C(C=CC12)C)C